FC1=C(C=CC(=C1)C)C=1NC(=C(C1C(=O)N)Br)C1=C2C(=NC=C1)NC=C2 2-(2-fluoro-4-methylphenyl)-4-bromo-5-(1H-pyrrolo[2,3-b]pyridin-4-yl)-1H-pyrrole-3-carboxamide